1-(8-fluoro-7-(8-fluoronaphthalen-1-yl)-2-((hexahydro-1H-pyrrolizin-7a-yl)methoxy)pyrido[4,3-d]pyrimidin-4-yl)piperidine-3-carboxamide FC1=C(N=CC2=C1N=C(N=C2N2CC(CCC2)C(=O)N)OCC21CCCN1CCC2)C2=CC=CC1=CC=CC(=C21)F